N-(5-bromo-4-(difluoromethyl)pyrimidin-2-yl)-carbamate BrC=1C(=NC(=NC1)NC([O-])=O)C(F)F